(S)-N-ethyl-5-[2-hydroxy-3-(anilino)-propoxy]-2-methyl-1-(methylphenyl)indole-3-carboxamide C(C)NC(=O)C1=C(N(C2=CC=C(C=C12)OC[C@H](CNC1=CC=CC=C1)O)C1=C(C=CC=C1)C)C